N1=CC(=CC=C1)CC1=CC=C(C=C1)NC(OCC1=CC=C(C=C1)Cl)=O 4-chlorobenzyl (4-(pyridin-3-ylmethyl)phenyl)carbamate